2-(4-morpholinophenyl)-N-(tetrahydro-2H-pyran-4-yl)pyrimidine-4-carboxamide hydrochloride Cl.O1CCN(CC1)C1=CC=C(C=C1)C1=NC=CC(=N1)C(=O)NC1CCOCC1